CNC(OC1=CC(=C2C(C=C(OC2=C1[C@@H]1[C@@H](CN(CC1)C)OC(NC)=O)C1=C(C=CC=C1)Cl)=O)O)=O 2-(2-chlorophenyl)-5-hydroxy-8-((3S,4R)-1-methyl-3-((methylcarbamoyl)oxy)piperidin-4-yl)-4-oxo-4H-chromen-7-yl methylcarbamate